2,2-difluoro-N-(4-fluoro-3-(trifluoromethyl)phenyl)-6-(2-methoxy-5-(7-(oxetan-3-yl)-5,6,7,8-tetrahydroimidazo[1,2-a]pyrazin-3-yl)benzamido)benzo[d][1,3]dioxole-5-carboxamide FC1(OC2=C(O1)C=C(C(=C2)C(=O)NC2=CC(=C(C=C2)F)C(F)(F)F)NC(C2=C(C=CC(=C2)C2=CN=C1N2CCN(C1)C1COC1)OC)=O)F